FC([C@@]([C@@H](C(=O)NO)NC(=O)C1=CC=C(C=C1)C1=CC=C(C=C1)C(NO)=N)(C)O)F N-((2S,3S)-4,4-difluoro-3-hydroxy-1-(hydroxyamino)-3-methyl-1-oxobutan-2-yl)-4'-(N-hydroxycarbamimidoyl)-[1,1'-biphenyl]-4-carboxamide